C(C)N(C(=O)N[C@H](C(F)(F)F)CCC(F)(F)F)C(C(F)(F)F)C1=NC(=C(N=C1)OC)C=1N=C(C=2N(C1)C=CN2)OC 1-ethyl-3-((S)-1,1,1,5,5,5-hexafluoropentan-2-yl)-1-(2,2,2-trifluoro-1-(5-methoxy-6-(8-methoxyimidazo[1,2-a]pyrazin-6-yl)pyrazin-2-yl)ethyl)urea